2-Tridecylbenzimidazole C(CCCCCCCCCCCC)C=1NC2=C(N1)C=CC=C2